C1(=CC=CC=2OC3=C(C21)C=CC=C3)C3=C(C=CC=C3)C3=CC=CC=C3 (dibenzofuranyl)(biphenyl)